C(C)(C)(C)OC(=O)N1CCC(CC1)C1=CC=C(C=C1)NC1=NC(=CN=C1C(N)=O)N1CC2(COC2)CCC1 4-(4-((3-carbamoyl-6-(2-oxa-6-azaspiro[3.5]nonan-6-yl)pyrazin-2-yl)amino)phenyl)piperidine-1-carboxylic acid tert-butyl ester